(E)-4-(4-amino-2-(1-ethyl-3-(trifluoromethyl)-1H-pyrazol-4-yl)phenyl)-6-(4-(dimethylamino)but-2-enoyl)-4,5,6,7-tetrahydrothieno[2,3-c]pyridine-2-carbonitrile NC1=CC(=C(C=C1)C1C2=C(CN(C1)C(\C=C\CN(C)C)=O)SC(=C2)C#N)C=2C(=NN(C2)CC)C(F)(F)F